3-methyl-pent-2-en-1-ol CC(=CCO)CC